C1(CC1)C=1C=C(C=CC1)NC(=O)[N-]C1=C[N+](=NO1)CC1=NC=C(C=C1)C=1C(=NOC1C)C ((3-cyclopropylphenyl)carbamoyl)(3-((5-(3,5-dimethylisoxazol-4-yl)pyridin-2-yl)methyl)-1,2,3-oxadiazol-3-ium-5-yl)amide